3-nitro-5-(pentafluorosulfanyl)-benzoic acid [N+](=O)([O-])C=1C=C(C(=O)O)C=C(C1)S(F)(F)(F)(F)F